C1(CCC(CC1)C(C)(C)N)(C)N 1,8-Menthan-diamin